2-bromo-7-chloro-5,10-diphenyl-5,10-dihydrophenazine BrC1=CC=2N(C3=CC=C(C=C3N(C2C=C1)C1=CC=CC=C1)Cl)C1=CC=CC=C1